FC=1C=C(C=C2C(=CNC12)NC(OC(C)(C)C)=O)C=1C=NN(C1)C(C)C tert-Butyl N-[7-fluoro-5-(1-isopropylpyrazol-4-yl)-1H-indol-3-yl]carbamate